(4R)-4-isopropyl-2-methylenecyclohexanol C(C)(C)[C@H]1CC(C(CC1)O)=C